(2S,4R)-4-[(4-cyclopropylphenyl)methyl]-N-[(1-methylindole-5-yl)methyl]pyrrolidine-2-carboxamide C1(CC1)C1=CC=C(C=C1)C[C@@H]1C[C@H](NC1)C(=O)NCC=1C=C2C=CN(C2=CC1)C